(S,E)-N-(3-cyano-2-fluorobenzylidene)-2-methylpropane-2-sulfinamide C(#N)C=1C(=C(\C=N\[S@@](=O)C(C)(C)C)C=CC1)F